[Fe].[Zr].[Hf].[Nb] niobium hafnium zirconium iron